FC(C1=NN=C(O1)C=1C=CC(=NC1)CN1C(C2=CC(=CC=C2C(C1=O)(C)C)C1CCN(CC1)CC(C)C)=O)F 2-((5-(5-(difluoromethyl)-1,3,4-oxadiazol-2-yl)pyridin-2-yl)methyl)-7-(1-isobutylpiperidin-4-yl)-4,4-dimethylisoquinoline-1,3(2H,4H)-dione